C(#N)C1=C(C=CC=C1)NC(CCCCCC(=O)OC)=O methyl 7-((2-cyanophenyl) amino)-7-oxoheptanoate